N-(2-(1-(3-chloro-4-((3,5-difluoropyridin-2-yl)methoxy-d2)-5',6-dimethyl-2-carbonyl-2H-[1,4'-bipyridine]-2'-yl)-4-fluoro-1H-pyrazol-3-yl)propan-2-yl)acetamide-2,2,2-d3 ClC=1C(N(C(=CC1OC([2H])([2H])C1=NC=C(C=C1F)F)C)C1=CC(=NC=C1C)N1N=C(C(=C1)F)C(C)(C)NC(C([2H])([2H])[2H])=O)=C=O